[3-(Prop-2-en-1-yloxy)phenyl]formamido 2,2-dimethylpropanoate CC(C(=O)ONC(=O)C1=CC(=CC=C1)OCC=C)(C)C